6-(Pyridin-4-yl)imidazo[1,2-a]pyridine N1=CC=C(C=C1)C=1C=CC=2N(C1)C=CN2